NC1=NC=NC=2C3=C(/C(/C(C12)(C)C)=N/O)C=C(C=C3)Br (E)-4-amino-8-bromo-5,5-dimethyl-benzo[h]quinazolin-6-one oxime